4-(3-isopropyl-4-oxo-3,4-dihydrophthalazin-1-yl)benzylcarbamic acid tert-butyl ester C(C)(C)(C)OC(NCC1=CC=C(C=C1)C1=NN(C(C2=CC=CC=C12)=O)C(C)C)=O